m-aminophenolate NC=1C=C(C=CC1)[O-]